3-Chlorobenzyl ((2S)-1-(((2S)-1-hydroxy-3-(2-oxopyrrolidin-3-yl)propan-2-yl)amino)-1-oxo-3-phenylpropan-2-yl)carbamate OC[C@H](CC1C(NCC1)=O)NC([C@H](CC1=CC=CC=C1)NC(OCC1=CC(=CC=C1)Cl)=O)=O